tert-butyl N-[(1S)-1-(hydrazinecarbonyl)-3-methyl-butyl]-N-methyl-carbamate N(N)C(=O)[C@H](CC(C)C)N(C(OC(C)(C)C)=O)C